lithium 4-[6-(cyclohexylmethoxy)-3-pyridinyl] tetrahydropyran-4-carboxylate O1CCC(CC1)C(=O)OC=1C=NC(=CC1)OCC1CCCCC1.[Li]